C(C)(C)(C)[C@H]1N(CC[C@H]([C@H]1O)C1=C(C=C2C=NNC2=C1)C)C(=O)OC(CC1=CC(=C(C=C1)Br)N)C |&1:9| (3-amino-4-bromophenyl)propan-2-ol (R,R and S,S)-tert-butyl-3-hydroxy-4-(5-methyl-1H-indazol-6-yl)piperidine-1-carboxylate